maleic acid-N,N-dibutyl amide C(CCC)N(C(\C=C/C(=O)O)=O)CCCC